1-hexyl-3-methylquinolin-2(1H)-one C(CCCCC)N1C(C(=CC2=CC=CC=C12)C)=O